methyl 1-(2-hydroxyphenyl)-6-oxo-1,6-dihydropyridazine-3-carboxylate OC1=C(C=CC=C1)N1N=C(C=CC1=O)C(=O)OC